BrC1=CC=CC(=N1)CCO 2-(6-bromopyridin-2-yl)ethan-1-ol